C(CCC)[S] butylsulfur